methyl (hexafluoroisopropyl) carbonate C(OC)(OC(C(F)(F)F)C(F)(F)F)=O